NCCNCCNCCNCCNCCN pentaethylenehexamine